(1s,2s)-2-(5-hydroxy-pyrazin-2-yl)-cyclopropanecarboxylic acid ethyl ester C(C)OC(=O)[C@@H]1[C@H](C1)C1=NC=C(N=C1)O